C1(CC1)C1=C(CN2CCC(CC2)C(=O)O)C(=CC(=C1)C1CN(C1)C1=C(C=CC=C1Cl)Cl)C (2-cyclopropyl-4-(1-(2,6-dichlorophenyl)azetidin-3-yl)-6-methylbenzyl)-piperidine-4-carboxylic acid